C(CCCCCCCC)N(C(=O)N)CCCCCCCCCC N-nonyl-N-decylurea